FC(C(=O)O)(F)F.COC1=CC2=C(N=CN=C2N2CC(C2)CCN)C=N1 2-(1-(6-methoxypyrido[3,4-d]pyrimidin-4-yl)azetidin-3-yl)ethanamine 2,2,2-trifluoroacetate